C(CCC)C=1C=C(C(=O)NC=2C=CC3=C(C(=CS3)C3=CCN4CCCCC4CC3)C2)C=CC1 5-(3-butylbenzoyl)amino-3-(1-azabicyclo[5.4.0]undec-3-en-4-yl)-benzothiophene